N-(1-propyl-3-cyano-1H-indol-5-yl)nicotinamide C(CC)N1C=C(C2=CC(=CC=C12)NC(C1=CN=CC=C1)=O)C#N